3-(3-(2-((2-methyl-2-propanyl)oxy)-2-oxoethyl)-1H-indazol-1-yl)propanoic acid CC(C)(C)OC(CC1=NN(C2=CC=CC=C12)CCC(=O)O)=O